(Z)-2-(2-((4-(2-(4-chloro-2-fluorophenyl)-2-methylbenzo[d][1,3]dioxol-4-yl)piperidin-1-yl)methyl)-1-(2-methoxyethyl)-1H-imidazol-5-yl)-N'-hydroxyacetimidamide ClC1=CC(=C(C=C1)C1(OC2=C(O1)C=CC=C2C2CCN(CC2)CC=2N(C(=CN2)C/C(/N)=N/O)CCOC)C)F